carbon nitride C(#N)C#N